OC1(CC1)C1=NN(C=N1)C1CC2(CN(C2)C(=O)N2CC(C2)C=2C=NC(=CC2)N2C[C@H](CC2)C(F)(F)F)C1 [6-[3-(1-hydroxycyclopropyl)-1,2,4-triazol-1-yl]-2-azaspiro[3.3]heptan-2-yl]-[3-[6-[(3S)-3-(trifluoromethyl)pyrrolidin-1-yl]-3-pyridinyl]azetidin-1-yl]methanone